3-(2-amino-1,3-thiazol-4-yl)piperidine-1-carboxylic acid tert-butyl ester C(C)(C)(C)OC(=O)N1CC(CCC1)C=1N=C(SC1)N